COC=1C=CC(=NC1)N1C2CN(CC1CC2)C(CCCC=2C=1N(C=CC2)N=CN1)=O 1-[8-(5-methoxypyridin-2-yl)-3,8-diazabicyclo[3.2.1]octan-3-yl]-4-{[1,2,4]triazolo[1,5-a]pyridin-8-yl}butan-1-one